1-(4-methoxyphenyl)-ethanone oxime COC1=CC=C(C=C1)C(C)=NO